magnesium(II) perchlorate Cl(=O)(=O)(=O)[O-].[Mg+2].Cl(=O)(=O)(=O)[O-]